ClC=1N=C(C2=C(N1)CCN(C2=O)C(=O)OC(C)(C)C)CC2=CC=C(C=C2)C=2N(C=C(N2)C(F)(F)F)C(C)C tert-butyl 2-chloro-4-(4-(1-isopropyl-4-(trifluoromethyl)-1H-imidazol-2-yl)benzyl)-5-oxo-7,8-dihydropyrido[4,3-d]pyrimidine-6(5H)-carboxylate